C(C1=C(C(=CC(=C1)CCCCCCCCC)C(C1=CC=CC=C1)C)O)C1=C(C(=CC(=C1)CCCCCCCCC)C(C1=CC=CC=C1)C)O 2,2'-methylenebis-[6-(α-methylbenzyl)-4-nonylphenol]